1-allyl-cyclopropanesulfonyl chloride C(C=C)C1(CC1)S(=O)(=O)Cl